tridecyl montanate C(CCCCCCCCCCCCCCCCCCCCCCCCCCC)(=O)OCCCCCCCCCCCCC